C(C)(C)[C@@H]1[C@H](C1)C=1C=C(N=NC1C#CC)C=1C(NC(NC1)=O)=O 5-(5-((1S,2R)-2-isopropylcyclopropyl)-6-(prop-1-yn-1-yl)pyridazin-3-yl)pyrimidine-2,4(1H,3H)-dione